C(CCCCCCCCCCC)N(CCN(CCCO)CCCCCCCCCCCC)CCCCCCCCCCCC 3-((2-(didodecylamino)ethyl)(dodecyl)amino)propan-1-ol